tert-butyl methyl ethane-1,2-diyldicarbamate C(CNC(OC)=O)NC(OC(C)(C)C)=O